C(C1=CC=CC=C1)N1CCN(CC1)C1(CC1)C(=O)OCC ethyl 1-(4-benzylpiperazin-1-yl)cyclopropane-1-carboxylate